BrC=1C2=C(C(=NC1)O)CCC2 4-bromo-6,7-dihydro-5H-cyclopenta[c]pyridin-1-ol